C1(CC1)C=1N=NN(C1)[C@H](C(=O)N1[C@@H](C[C@H](C1)O)C(=O)NC(CC)(C=1SC=CN1)C)C(C)(C)C (2S,4r)-1-[(2S)-2-(4-cyclopropyl-triazol-1-yl)-3,3-dimethyl-butyryl]-4-hydroxy-N-(1-methyl-1-thiazol-2-yl-propyl)pyrrolidine-2-carboxamide